ClC=1C=C(C=NC1C)N 5-chloro-6-methylpyridin-3-amine